FC1=C(C=CC=C1C[C@@H]1N(CC2(CC2)[C@@H]1NS(=O)(=O)CF)C(=O)NCC1(CC1)OC)C1=CC=CC=C1 (6S,7S)-6-((2-fluoro-[1,1'-biphenyl]-3-yl)methyl)-7-((fluoromethyl)sulfonamido)-N-((1-methoxycyclopropyl)methyl)-5-azaspiro[2.4]heptane-5-carboxamide